NC=1C(=C2C=CC=NC2=CC1C(=O)N)C1=C(C(=CC=C1)O)C (P)-6-amino-5-(3-hydroxy-2-methylphenyl)quinoline-7-carboxamide